O=S1(COCCN1C1=CC=C(C=N1)[C@@H](CCN1CCC(CC1)O)NC(OCC1=CC=CC=C1)=O)=O (R)-benzyl (1-(6-(3,3-dioxido-1,3,4-oxathiazinan-4-yl)pyridin-3-yl)-3-(4-hydroxypiperidin-1-yl)propyl)carbamate